4-(3-(1-(2,2-difluorobenzo[d][1,3]dioxol-5-yl)cyclopropanecarboxamido)isoquinolin-1-yl)benzoic acid FC1(OC2=C(O1)C=CC(=C2)C2(CC2)C(=O)NC=2N=C(C1=CC=CC=C1C2)C2=CC=C(C(=O)O)C=C2)F